3-(3-((2S)-4-(2-(5-((4,6-difluoro-1H-indol-5-yl)oxy)-2-fluorophenyl)-1H-imidazol-5-yl)-2-methyltetrahydro-2H-pyran-4-yl)phenyl)propanoic acid FC1=C2C=CNC2=CC(=C1OC=1C=CC(=C(C1)C=1NC(=CN1)C1(C[C@@H](OCC1)C)C=1C=C(C=CC1)CCC(=O)O)F)F